N-(((S)-3-(4-((1R,5S)-3-thia-8-aza-bicyclo[3.2.1]oct-8-yl)-3-fluorophenyl)-2-oxo-oxazolidin-5-yl)methyl)cyclobutanecarboxamide [C@H]12CSC[C@H](CC1)N2C2=C(C=C(C=C2)N2C(O[C@H](C2)CNC(=O)C2CCC2)=O)F